triphenylphosphine isonitrile N#[C-].C1(=CC=CC=C1)P(C1=CC=CC=C1)C1=CC=CC=C1